[Ca].O=S oxysulfide calcium